BrC=1C=CC(=C(C1)NC(OCC)=O)C(C)O ethyl [5-bromo-2-(1-hydroxyethyl)phenyl]carbamate